(5R)-8-Chloro-5-(morpholin-4-yl)-1-[trans-4-(pyridin-2-yloxy)cyclohexyl]-5,6-dihydro-4H-[1,2,4]triazolo[4,3-a][1]benzazepin ClC=1C=CC2=C(C[C@H](CC=3N2C(=NN3)[C@@H]3CC[C@H](CC3)OC3=NC=CC=C3)N3CCOCC3)C1